4-(aminomethyl)-6-(5-(3-fluorophenoxy)pyridin-3-yl)phthalazin-1(2H)-one NCC1=NNC(C2=CC=C(C=C12)C=1C=NC=C(C1)OC1=CC(=CC=C1)F)=O